C(C)(C)C1=CC=C(C=N1)N1C(N([C@@H](C1)C#N)C1=CN=CC2=CC=CC=C12)=O (S)-1-(6-isopropylpyridin-3-yl)-3-(isoquinolin-4-yl)-2-oxoimidazolidine-4-carbonitrile